CN(C)CC1=CC(=CS1)C(=O)O 5-[(dimethylamino)methyl]thiophene-3-carboxylic acid